6-(4-(7-isopropyl-2,7-diazaspiro[3.5]nonan-2-yl)phenyl)-1,4-dimethyl-2-(4-(methylsulfonyl)phenyl)-1H-imidazo[4,5-c]pyridine C(C)(C)N1CCC2(CN(C2)C2=CC=C(C=C2)C2=CC3=C(C(=N2)C)N=C(N3C)C3=CC=C(C=C3)S(=O)(=O)C)CC1